C(C)(=O)OCOP(=O)(CC1=CC=CC=C1)OC1=C(C(=CC(=C1)CCCCC)OP(=O)(CC1=CC=CC=C1)OCOC(C)=O)C1CCCC(=C1)C ((((6-(((acetoxymethoxy)(benzyl)phosphoryl)oxy)-5'-methyl-4-pentyl-1',2',3',4'-tetrahydro-[1,1'-biphenyl]-2-yl)oxy)(benzyl)phosphoryl)oxy)methyl acetate